(R)-1-(4-(3-aminopyrrolidine-1-carbonyl)-5-((2-fluoro-4-iodophenyl)amino)-3-methylthiophene-2-yl)ethanone N[C@H]1CN(CC1)C(=O)C=1C(=C(SC1NC1=C(C=C(C=C1)I)F)C(C)=O)C